tin-ytterbium [Yb].[Sn]